O1C[C@@H](CC1)NC1CC=2C=CC(=CC2CC1)C=1C=C2C(=NC1)NN=C2C2=CC1=C(C(NCCO1)=O)C=C2 8-[5-(6-{[(3R)-oxolan-3-yl]amino}-5,6,7,8-tetrahydronaphthalen-2-yl)-1H-pyrazolo[3,4-b]pyridin-3-yl]-2,3,4,5-tetrahydro-1,4-benzoxazepin-5-one